ClC=1C=C(C=C(C1)Cl)C1(CC(=NO1)C1=CC(=C(C(=O)N(C)C2=NN(C(=N2)C(C)(F)F)C)C=C1)C)C(F)(F)F 4-(5-(3,5-dichlorophenyl)-5-(trifluoromethyl)-4,5-dihydroisoxazol-3-yl)-N-(5-(1,1-difluoroethyl)-1-methyl-1H-1,2,4-triazol-3-yl)-N,2-dimethylbenzamide